CC1=C(OC2=C(C#N)C=C(C(=C2)N2C(NC(=CC2=O)C(F)(F)F)=O)F)C=CC=C1C 2-(2,3-Dimethylphenoxy)-4-[2,6-dioxo-4-(trifluoromethyl)-3,6-dihydropyrimidin-1(2H)-yl]-5-fluorobenzonitrile